trichloro(t-butylimino)vanadium (V) Cl[V](=NC(C)(C)C)(Cl)Cl